ClC1=C(C=C(C(=C1)OC1=C(C=CC=C1)F)C)N=CN(C)CC N'-[2-chloro-4-(2-fluorophenoxy)-5-methylphenyl]-N-ethyl-N-methylmethaneimidamide